4-Methyl-1-azabicyclo[3.2.2]nonan CC1CCN2CCC1CC2